N-(5-((6-((R)-3-(3-chloro-4-fluorophenyl)-isoxazolidine-2-yl)pyrimidine-4-yl)amino)-2-(4-(4-cyclopentylpiperazine-1-yl)piperidine-1-yl)-4-methoxyphenyl)acrylamide ClC=1C=C(C=CC1F)[C@@H]1N(OCC1)C1=CC(=NC=N1)NC=1C(=CC(=C(C1)NC(C=C)=O)N1CCC(CC1)N1CCN(CC1)C1CCCC1)OC